FC1=CC=C(C=C1)C1C(C(OC1)=O)O (-)-4-(4-Fluorophenyl)-3-hydroxydihydrofuran-2(3H)-one